ClC=1C(=NC(=NC1)NC=1C=C(C=NC1)N1C(CCC1)=O)C1=CC(=CC=C1)C1CN(CCC1)C 1-(5-((5-chloro-4-(3-(1-methylpiperidin-3-yl)phenyl)pyrimidin-2-yl)amino)pyridin-3-yl)pyrrolidin-2-one